1-((1S,6R)-3-(7-(8-chloronaphthalen-1-yl)-2-(((S)-1-methylpyrrolidin-2-yl)methoxy)-5,6,7,8-tetrahydropyrido[3,4-d]pyrimidin-4-yl)-3-azabicyclo[4.1.0]heptan-6-yl)prop-2-en-1-one ClC=1C=CC=C2C=CC=C(C12)N1CC=2N=C(N=C(C2CC1)N1C[C@H]2C[C@]2(CC1)C(C=C)=O)OC[C@H]1N(CCC1)C